2-(3-fluoro-5-(1-methyl-1H-pyrazol-3-yl)phenyl)acetic acid FC=1C=C(C=C(C1)C1=NN(C=C1)C)CC(=O)O